3-(((S)-oxetan-2-yl)methyl)-3H-thieno[2,3-d]imidazole-5-carboxylate O1[C@@H](CC1)CN1C=NC2=C1SC(=C2)C(=O)[O-]